methylene-pentanamide C=C(C(=O)N)CCC